4-Bromo-7-methoxy-1-methyl-1H-pyrrolo[2,3-c]pyridine BrC1=C2C(=C(N=C1)OC)N(C=C2)C